C(#N)C=1C(=NC(=NC1)C1CC1)N1CC(C1)OC1=CC2=C([C@@H](CO2)CC(=O)OC)C=C1 methyl (S)-2-(6-((1-(5-cyano-2-cyclopropylpyrimidin-4-yl)azetidin-3-yl)oxy)-2,3-dihydrobenzofuran-3-yl)acetate